3-benzyl-1-((2S)-1-((3,5-di-tert-butylbenzyl)amino)-3-methyl-1-oxopentan-2-yl)-1H-imidazol-3-ium chloride [Cl-].C(C1=CC=CC=C1)[N+]1=CN(C=C1)[C@H](C(=O)NCC1=CC(=CC(=C1)C(C)(C)C)C(C)(C)C)C(CC)C